2-(4-(4-fluoro-3-isopropyl-2-(8-methoxy-[1,2,4]triazolo[1,5-a]pyridin-6-yl)-1H-pyrrolo[2,3-c]pyridin-5-yl)piperidin-1-yl)-N-methylacetamide FC1=C2C(=CN=C1C1CCN(CC1)CC(=O)NC)NC(=C2C(C)C)C=2C=C(C=1N(C2)N=CN1)OC